ClC=1C=C(C=C(C1OC=1C=C2C3(C(NC2=C(C1)C)=O)CCC3)Cl)N3N=C(C(NC3=O)=O)C(=O)O 2-(3,5-dichloro-4-((7'-methyl-2'-oxospiro[cyclobutane-1,3'-indolin]-5'-yl)oxy)phenyl)-3,5-dioxo-2,3,4,5-tetrahydro-1,2,4-triazine-6-carboxylic acid